NCCC=1C=NC(=NC1)C1=C(C=C(C#N)C=C1)OC=1N(N=C(C1)C(C)C)C 4-[5-(2-Aminoethyl)pyrimidin-2-yl]-3-(2-methyl-5-propan-2-ylpyrazol-3-yl)oxybenzonitrile